tert-butyl 4-((3-cyano-6-cyclopropylpyridin-2-yl) amino)-1H-indazole-1-carboxylate C(#N)C=1C(=NC(=CC1)C1CC1)NC1=C2C=NN(C2=CC=C1)C(=O)OC(C)(C)C